tert-butyl 3-(4-(6-(difluoromethyl)-5-methyl-2-(methylsulfonyl)pyrimidin-4-yl)-1H-1,2,3-triazol-1-yl)azetidine-1-carboxylate FC(C1=C(C(=NC(=N1)S(=O)(=O)C)C=1N=NN(C1)C1CN(C1)C(=O)OC(C)(C)C)C)F